3-(4-fluorophenyl)cyclopentanone FC1=CC=C(C=C1)C1CC(CC1)=O